(S)-2-((5-bromopyrimidin-2-yl)amino)-4-(((R)-2-methoxypropyl)(4-(5,6,7,8-tetrahydro-1,8-naphthyridin-2-yl)butyl)amino)butanoic acid BrC=1C=NC(=NC1)N[C@H](C(=O)O)CCN(CCCCC1=NC=2NCCCC2C=C1)C[C@@H](C)OC